N.C(N)(=S)S carbamodithioic acid ammonia salt